C(C(=C)C)(=O)OCCCC n-Butyl methacrylat